N1N=NN=C1C1=C(C=CC=C1)C1=CC=C(C=C1)CN1C(=NC2(C1=O)CC(CC2)N)CCCC 3-((2'-(1H-tetrazol-5-yl)-[1,1'-biphenyl]-4-yl)methyl)-7-amino-2-butyl-1,3-diazaspiro[4.4]non-1-en-4-one